OC=1C=C2C(=CC(OC2=CC1O)=O)C1=CC=CC=C1 6,7-dihydroxy-4-phenylcoumarin